NC1=NC=C2N(C(N(C2=N1)[C@@H]1O[C@@H]([C@H]([C@H]1O)F)CO)=O)CC(=O)NS(=O)(=O)C 2-(2-Amino-9-((2R,3S,4S,5R)-4-fluoro-3-hydroxy-5-(hydroxymethyl)tetrahydrofuran-2-yl)-8-oxo-8,9-dihydro-7H-purin-7-yl)-N-(methylsulfonyl)acetamid